NC1=C(C=CC=C1C(C)C)C=1C=C(N=NC1)O 5-(2-amino-3-isopropylphenyl)pyridazin-3-ol